C(C#C)SC1=NC(=CC(=N1)NN=CC1=CC=C(C=C1)O)C(F)(F)F 4-((2-(2-(prop-2-yn-1-ylthio)-6-(trifluoromethyl)pyrimidin-4-yl)hydrazono)methyl)phenol